3-(5-(((R)-1-(2-oxaspiro[3.3]heptan-6-yl)piperidin-3-yl)oxy)-1-oxoisoindolin-2-yl)piperidine-2,6-dione C1OCC12CC(C2)N2C[C@@H](CCC2)OC=2C=C1CN(C(C1=CC2)=O)C2C(NC(CC2)=O)=O